Cl.COC(C1CO1)=O glycidic acid methyl ester hydrochloride